The molecule is a cyclic tetrasaccharide constructed from four alpha-glucopyranosyl residues joined by alternate alpha-(1->6)- and alpha-(1->3)-linkages. It is a macrocycle and a tetrasaccharide. It derives from a nigerose and an isomaltose. C1[C@@H]2[C@H]([C@@H]([C@H]([C@H](O2)O[C@H]3[C@@H]([C@H](O[C@@H]([C@@H]3O)OC[C@@H]4[C@H]([C@@H]([C@H]([C@H](O4)O[C@H]5[C@@H]([C@H](O[C@@H]([C@@H]5O)O1)CO)O)O)O)O)CO)O)O)O)O